[Na+].[Na+].[Na+].[Na+].C1(=CC(=C(C=C1)C(=O)[O-])C(=O)[O-])C1=CC(=C(C=C1)C(=O)[O-])C(=O)[O-] 3,3',4,4'-biphenyltetracarboxylic acid tetrasodium salt